C(#N)CCN1C[C@@H]2[C@H](C1)CC(C2)NC2=C1C(=NC=C2C=2SC(=CN2)C(=O)NCCF)NC=C1 2-(4-(((3aR,5s,6aS)-2-(2-cyanoethyl)octahydrocyclopenta[c]pyrrol-5-yl)amino)-1H-pyrrolo[2,3-b]pyridin-5-yl)-N-(2-fluoroethyl)thiazole-5-carboxamide